6-(((1R,3r,5S)-3-fluoro-8-azabicyclo[3.2.1]octan-8-yl)methyl)-2-(3-(3-((4-methyl-4H-1,2,4-triazol-3-yl)methyl)oxetan-3-yl)phenyl)-4-(trifluoromethyl)isoindolin-1-one FC1C[C@H]2CC[C@@H](C1)N2CC2=CC(=C1CN(C(C1=C2)=O)C2=CC(=CC=C2)C2(COC2)CC2=NN=CN2C)C(F)(F)F